N-methyl-6-oxo-N-((1r,3R)-3-phenylcyclobutyl)-7-oxa-5-azaspiro[3.4]octane-2-carboxamide CN(C(=O)C1CC2(C1)NC(OC2)=O)C2CC(C2)C2=CC=CC=C2